N-(2,6-diethylphenylcarbamoyl)-4-(2-hydroxypropan-2-yl)thiophene-2-sulfonamide C(C)C1=C(C(=CC=C1)CC)NC(=O)NS(=O)(=O)C=1SC=C(C1)C(C)(C)O